CN1N=CC(=C1)C=1C=CC=2N(C1)N=CC2N2CCN(CC2)C(C[C@H](C)C2=CC=CC=C2)=O (S)-1-(4-(6-(1-methyl-1H-pyrazol-4-yl)pyrazolo[1,5-a]pyridin-3-yl)piperazin-1-yl)-3-phenylbutan-1-one